7-(2,3-Dichloro-6-methoxyphenyl)imidazo[1,2-a]pyridine-3-carboxylic acid ethyl ester C(C)OC(=O)C1=CN=C2N1C=CC(=C2)C2=C(C(=CC=C2OC)Cl)Cl